C(OCC1=CC=CC=C1)([O-])=O.C(OCC1=CC=CC=C1)([O-])=O dibenzyl biscarbonate